O=C1CCC=2C(=CC=NC2N1)C=1C=C(CNS(=O)(=O)NC(OC(C)(C)C)=O)C=CC1 tert-butyl (N-(3-(7-oxo-5,6,7,8-tetrahydro-1,8-naphthyridin-4-yl)benzyl)sulfamoyl)carbamate